C(C)(C)(C)OC(=O)N1C(C(CC1)N(C)C1=NC(=NC2=C(C(=C(C=C12)C(F)(F)F)Br)F)Cl)C 3-[[7-bromo-2-chloro-8-fluoro-6-(trifluoromethyl)quinazolin-4-yl]-methyl-amino]-2-methyl-pyrrolidine-1-carboxylic acid tert-butyl ester